C(C1=CC=CC=C1)N1N=C(C=C1C=O)Br 2-benzyl-5-bromo-pyrazole-3-carbaldehyde